2-ethylhexyl 2-(4-chlorophenyl)-2-(2-((2-ethylhexyl)(butoxycarbonyl)amino)phenyl)acetate ClC1=CC=C(C=C1)C(C(=O)OCC(CCCC)CC)C1=C(C=CC=C1)N(C(=O)OCCCC)CC(CCCC)CC